2-[5-[3-[[2-(4-chloro-3-fluoro-phenoxy)acetyl]amino]-1-bicyclo[1.1.1]pentanoyl]-1,3,4-oxadiazol-2-yl]morpholine-4-carboxylic acid tert-butyl ester C(C)(C)(C)OC(=O)N1CC(OCC1)C=1OC(=NN1)C(=O)C12CC(C1)(C2)NC(COC2=CC(=C(C=C2)Cl)F)=O